methyl 5-((6-ethyl-3,4-dihydroquinolin-1(2H)-yl) sulfonyl)-2-hydroxybenzoate C(C)C=1C=C2CCCN(C2=CC1)S(=O)(=O)C=1C=CC(=C(C(=O)OC)C1)O